N-(3-chloro-4-fluorophenyl)-N-methyl-1-(6-methyl-4-(trifluoromethyl)pyridin-2-yl)-4,5-dihydro-1H-pyrazole-5-carboxamide ClC=1C=C(C=CC1F)N(C(=O)C1CC=NN1C1=NC(=CC(=C1)C(F)(F)F)C)C